7-carboxy-5-chloro-8-hydroxy-3,4-dihydro-3-R-methylisocoumarin C(=O)(O)C1=CC(=C2C[C@H](OC(=O)C2=C1O)C)Cl